N-(4-(N-((3R,5R)-adamantan-1-yl)aminosulfonyl)phenethyl)-3-(hexyloxy)benzamide C12(CC3CC(CC(C1)C3)C2)NS(=O)(=O)C2=CC=C(CCNC(C3=CC(=CC=C3)OCCCCCC)=O)C=C2